[[(3R)-4,4-difluoropiperidin-3-yl]amino]-6-(4-[[(3R,5S)-3,5-dimethylmorpholin-4-yl]methyl]phenyl)pyrido[3,2-d]pyrimidine-8-carboxamide FC1([C@@H](CNCC1)NC=1N=CC2=C(N1)C(=CC(=N2)C2=CC=C(C=C2)CN2[C@@H](COC[C@@H]2C)C)C(=O)N)F